2,2-bis(4-hydroxy-3,5,6-trimethylphenyl)propane OC1=C(C=C(C(=C1C)C)C(C)(C)C1=CC(=C(C(=C1C)C)O)C)C